2-(1,5-dimethyl-3-phenyl-1H-pyrrol-2-yl)-2-oxo-N-[4-(4-pyridin-2-yl-piperazin-1-yl)-phenyl]-acetamide CN1C(=C(C=C1C)C1=CC=CC=C1)C(C(=O)NC1=CC=C(C=C1)N1CCN(CC1)C1=NC=CC=C1)=O